FC1=C(C=CC=C1F)S(=O)(=O)F 2,3-Difluorophenylsulfonyl fluoride